N-[5-(1H-benzimidazol-2-yl)-1H-pyrazol-3-yl]-3-fluoro-4-(2-hydroxy-ethoxy)benzamide N1C(=NC2=C1C=CC=C2)C2=CC(=NN2)NC(C2=CC(=C(C=C2)OCCO)F)=O